[Na+].C(C)(C)C1=C(C=C(OCC(=O)NC=2C=C(C(=O)[O-])C=CC2)C=C1)C 3-[2-(4-isopropyl-3-methyl-phenoxy)-acetylamino]benzoic acid, sodium salt